FC1=CC=C(C=C1)[C@H]1[C@@H](CN(C1)CCOC)NC(=O)NC1=C(C(=NN1C1=CC=CC=C1)[C@@H]1C[C@H](C1)O)C 1-((3S,4R)-4-(4-fluorophenyl)-1-(2-methoxyethyl)pyrrolidin-3-yl)-3-(3-(trans-3-hydroxycyclobutyl)-4-methyl-1-phenyl-1H-pyrazol-5-yl)urea